1-(3-(6-(2-fluoro-6-hydroxyphenyl)-1H-benzo[d]imidazol-1-yl)pyrrolidin-1-yl)prop-2-en-1-one FC1=C(C(=CC=C1)O)C=1C=CC2=C(N(C=N2)C2CN(CC2)C(C=C)=O)C1